O=C1NCCC2=C1C=C(N2)C2=CC(=NC=C2)C2=CC=C(C=C2)N2CCC(CC2)C=O 1-(4-(4-(4-Oxo-4,5,6,7-tetrahydro-1H-pyrrolo[3,2-c]pyridin-2-yl)pyridin-2-yl)phenyl)piperidine-4-carbaldehyde